OC1[C@@H](OC([C@H](C1O[C@@H]1OC([C@@H](C([C@@H]1O)O)O)C)O)CO)OC1=C(OC2=CC(=CC(=C2C1=O)O)O)C1=CC=C(C=C1)O 3-[(2S,5R)-3,5-dihydroxy-6-(hydroxymethyl)-4-[(2S,3S,5R)-3,4,5-trihydroxy-6-methyloxan-2-yl]oxyoxan-2-yl]oxy-5,7-dihydroxy-2-(4-hydroxyphenyl)chromen-4-one